COC(C1=CN=C(C=C1Cl)N)=O 6-amino-4-chloronicotinic acid methyl ester